ClC1=C(C(=CC=C1)C(F)(F)F)COC=1C=NC(=NC1)N1C[C@H](OCC1)CO [(2S)-4-(5-{[2-chloro-6-(trifluoromethyl)phenyl]methoxy}pyrimidin-2-yl)morpholin-2-yl]methanol